1-(4-methoxybenzyl)-6,7-dihydro-1H-pyrazolo[4,3-c]pyridine-5(4H)-carboxylic acid tert-butyl ester C(C)(C)(C)OC(=O)N1CC2=C(CC1)N(N=C2)CC2=CC=C(C=C2)OC